(5-(3,5-difluorophenyl)-4,5-dihydro-1H-pyrazol-1-yl)(piperazin-1-yl)ketene FC=1C=C(C=C(C1)F)C1CC=NN1C(=C=O)N1CCNCC1